C1(CCCCC1)S(=O)(=O)OC1=C(C=CC=C1)NC(NC1=C(C=CC=C1)OS(=O)(=O)C1CCCCC1)=O bis-[2-(cyclohexanesulfonyloxy)phenyl]urea